S1N=CN(C1)C(=O)O 1,2,4-thiadiazole-4-carboxylic acid